COC1=CC=C2C(C=C(OC2=C1OC)C1=CC=C(C=C1)C(NCCOCCOCCOCCOCCOCCN1N=NC=C1)=O)=O 1-(1-(4-(7,8-dimethoxy-4-oxo-4H-chromen-2-yl)phenyl)-1-oxo-5,8,11,14,17-pentaoxa-2-azanonadecan-19-yl)-1H-1,2,3-triazol